FC(C(=O)O)(F)F.CN1C(N(C2=C1C=C(C=C2)C=2C=NC(=CC2)N2C(CNCC2)=O)C2C(NC(CC2)=O)=O)=O 3-{3-Methyl-2-oxo-5-[6-(2-oxopiperazin-1-yl)pyridin-3-yl]-1,3-benzodiazol-1-yl}piperidine-2,6-dione trifluoroacetate